(R)-2-(4-((6-(2-chloro-3,5-dimethoxyphenyl)-[1,2,4]triazolo[4',3':1,6]pyrido[2,3-d]pyrimidin-2-yl)amino)phenyl)hexahydropyrrolo[1,2-a]pyrazin-6(2H)-one ClC1=C(C=C(C=C1OC)OC)C1=CC2=C(N=C(N=C2)NC2=CC=C(C=C2)N2C[C@@H]3N(CC2)C(CC3)=O)N3C1=NN=C3